7-chloro-4-(7-chloro-[1,2,4]triazolo[1,5-a]pyridin-6-yl-2-d)-3,6-dihydropyridine-1(2H)-carboxylate ClC1(C=C2N(C=C1C=1CCN(CC1)C(=O)[O-])NC(=N2)[2H])Cl